BrC1=C(C=CC=C1)C1N(CC(CC1)I)CC1=CC=C(C=C1)OC (2-bromophenyl)-5-iodo-1-(4-methoxybenzyl)piperidine